BrCC(=O)C1=C(C=CC=C1)C 2-bromo-1-(2-methylphenyl)ethan-1-one